2-(2-chlorophenyl)-N-(methylaminothioformyl)-2-(4-methylpyridin-2-yl)acetamide ClC1=C(C=CC=C1)C(C(=O)NC(=S)NC)C1=NC=CC(=C1)C